CC(CN1CC2(CS(C2)(=O)=O)CC1)(C)OC1=CC=C(C=C1)OC(F)(F)F 6-(2-methyl-2-(4-(trifluoromethoxy)phenoxy)propyl)-2-thia-6-azaspiro[3.4]octane 2,2-dioxide